(S)-N-(5-((S)-2,2-difluorocyclopropyl)-1H-pyrazol-3-yl)-2-(1-(3,5-difluorophenyl)-1H-pyrazol-4-yl)propanamide FC1([C@@H](C1)C1=CC(=NN1)NC([C@@H](C)C=1C=NN(C1)C1=CC(=CC(=C1)F)F)=O)F